trifucosyllactose C1([C@@H](O)[C@H](O)[C@H](O)[C@@H](O1)C)[C@]1([C@](C(O)(O[C@@H]([C@H]1O[C@H]1[C@H](O)[C@@H](O)[C@@H](O)[C@H](O1)CO)CO)C1[C@@H](O)[C@H](O)[C@H](O)[C@@H](O1)C)(O)C1[C@@H](O)[C@H](O)[C@H](O)[C@@H](O1)C)O